3-(5-bromo-2-methoxyphenoxy)propan-1-ol 2-hexylundecyl-acrylate C(CCCCC)C(CC(C(=O)OCCCOC1=C(C=CC(=C1)Br)OC)=C)CCCCCCCCC